2-(1-bromonaphthalen-4-yl)-5-phenylpyrazine BrC1=CC=C(C2=CC=CC=C12)C1=NC=C(N=C1)C1=CC=CC=C1